Cl.C(C1=CC=CC=C1)OC(=O)NCCCC[C@H](N)C(=O)OC(C)(C)C tert-butyl N6-((benzyloxy)carbonyl)-L-lysinate hydrochloride